Cl.FC1=CC=C(C=C1)C=1C=CC=C2C(COCC12)CNC 1-(8-(4-fluorophenyl)isochroman-4-yl)-N-methylmethanamine hydrochloride